4-bromo-5-(4-(methoxymethyl)phenyl)-1-methylpyridin-2(1H)-one BrC1=CC(N(C=C1C1=CC=C(C=C1)COC)C)=O